tert-butyl 6-(8-(benzo[d]thiazol-2-ylcarbamoyl)-3,4-dihydroisoquinolin-2(1H)-yl)-3-(3-(((2s,3aR,5s,6aS)-5-(3-hydroxypropyl)octahydropentalen-2-yl)oxy)-2-methylphenyl)picolinate S1C(=NC2=C1C=CC=C2)NC(=O)C=2C=CC=C1CCN(CC21)C2=CC=C(C(=N2)C(=O)OC(C)(C)C)C2=C(C(=CC=C2)OC2C[C@@H]1CC(C[C@@H]1C2)CCCO)C